C(C(=O)[O-])(=O)[O-].C1(=CCC=C1)CCC[NH3+].C1(=CCC=C1)CCC[NH3+] 3-(cyclopenta-1,4-dien-1-yl)propan-1-aminium oxalate